OC1=C(C(=CC(=C1)C(F)(F)F)C)C1=CC=C(N=N1)N[C@H]1CCC(NC1)=O (S)-5-((6-(2-hydroxy-6-methyl-4-(trifluoromethyl)phenyl)pyridazin-3-yl)amino)piperidin-2-one